C(C)(C)(C)OC(N[C@H]1C[C@H](CCC1)C(NC1=NC=C(C(=C1)C1=C2N(N=C1)CC(C2)(C)C)C(F)(F)F)=O)=O ((1R,3S)-3-((4-(5,5-dimethyl-5,6-dihydro-4H-pyrrolo[1,2-b]pyrazol-3-yl)-5-(trifluoromethyl)pyridin-2-yl)carbamoyl)cyclohexyl)carbamic acid tert-butyl ester